ClC1=NC(=C(C2=C1CN1[C@@H](CO2)CN(CC1)C(=O)OC(C)(C)C)Cl)I tert-butyl (6aR)-1,4-dichloro-3-iodo-6a,7,9,10-tetrahydro-12H-pyrazino[2,1-c]pyrido[3,4-f][1,4]oxazepine-8(6H)-carboxylate